O1S(OCCC1)(=O)=O 1,3,2-dioxathiane-2,2-dioxide